tert-Butyl N-(5-bromo-3-methyl-2-pyridyl)-N-tert-butoxycarbonyl-carbamate BrC=1C=C(C(=NC1)N(C(OC(C)(C)C)=O)C(=O)OC(C)(C)C)C